(S)-(5-azidopentan-2-yl)benzene N(=[N+]=[N-])CCC[C@H](C)C1=CC=CC=C1